S1C=NC(=C1)C(CO)O (Thiazol-4-yl)ethane-1,2-diol